OCC(C)(C)NC1=NC(=C(C(=O)NC2=CC(=C(C=C2)C)N2C(CCC2)=O)C=C1)N1CCC2(CC2)CC1 6-((1-hydroxy-2-methylpropan-2-yl)amino)-N-(4-methyl-3-(2-oxopyrrolidin-1-yl)phenyl)-2-(6-azaspiro[2.5]oct-6-yl)nicotinamide